C(#N)C=1C(=NC(=C(C1OCC)C#N)N1CCN(CCC1)C)SCC1=CC=C(CNC(C)=O)C=C1 N-(4-(((3,5-dicyano-4-ethoxy-6-(4-methyl-1,4-diazepan-1-yl)pyridine-2-Yl)thio)methyl)benzyl)acetamide